ClC(=O)N([C@@H]1CC[C@H](CC1)NC(OC(C)(C)C)=O)C1=NC=C(C=C1)C=1C=NC(=NC1)OC tert-butyl (trans-4-((chlorocarbonyl) (5-(2-methoxypyrimidin-5-yl)pyridin-2-yl)amino)cyclohexyl)carbamate